1-chloro-3-methyl-but-2-ene ClCC=C(C)C